N[C@H]1CCC2=CC(=CC=C12)N1C(=NC=2C1=NC=CC2)C=2C(=NC=CC2)N (S)-3-(3-(1-amino-2,3-dihydro-1H-inden-5-yl)-3H-imidazo[4,5-b]pyridin-2-yl)pyridin-2-amine